6-(1-(4-(2-ethoxypyrimidin-4-yl)benzyl)-4-fluoro-1H-indole-7-carboxamido)spiro[3.3]heptane-2-carboxylic acid C(C)OC1=NC=CC(=N1)C1=CC=C(CN2C=CC3=C(C=CC(=C23)C(=O)NC2CC3(CC(C3)C(=O)O)C2)F)C=C1